1-(2,5-dichloropyrimidin-4-yl)-4-methylpiperidin-4-amine ClC1=NC=C(C(=N1)N1CCC(CC1)(N)C)Cl